C(C1=CC=CC=C1)OC1=CC(=C(C=C1)C1=C(C=C(C=C1)Cl)F)Br 4-(benzyloxy)-2-bromo-4'-chloro-2'-fluoro-1,1'-biphenyl